CC1(CN(CCN1)C1=CC=CC(=N1)CNC=1C2=C(N=CC1)NC=C2C2CCOCC2)C N-((6-(3,3-Dimethylpiperazin-1-yl)pyridin-2-yl)methyl)-3-(tetrahydro-2H-pyran-4-yl)-1H-pyrrolo[2,3-b]pyridin-4-amine